2-{[(αr)-6-(4-tert-butoxymethyl-2,5-dioxoimidazolidin-1-yl)spiro[3.3]heptane-2-yl]oxy}pyridine-3-carboxamide 4-nitrobenzyl-(R)-4-(3-mercaptopyrrolidin-1-yl)piperidine-1-carboxylate [N+](=O)([O-])C1=CC=C(COC(=O)N2CCC(CC2)N2C[C@@H](CC2)S)C=C1.C(C)(C)(C)OCC1NC(N(C1=O)C1CC2(CC(C2)OC2=NC=CC=C2C(=O)N)C1)=O